COC=1C=C2CN(CC2=CC1)C1=NC=NC=C1C#N 4-(5-Methoxy-2,3-dihydro-1H-isoindol-2-yl)pyrimidine-5-carbonitrile